5-hydroxymethyl-tetrahydrofuran dimethyl-amine salt CNC.OCC1CCCO1